N-((1r,4r)-4-((3-chloro-4-cyanophenyl)(methyl)amino)cyclohexyl)-6-(4-formyl-piperidin-1-yl)pyridazine-3-carboxamide ClC=1C=C(C=CC1C#N)N(C1CCC(CC1)NC(=O)C=1N=NC(=CC1)N1CCC(CC1)C=O)C